C[C@H]1[C@@H]([C@H]([C@H]([C@@H](O1)O[C@H]2[C@@H]([C@H](O[C@H]([C@@H]2O)OCCS(=O)CCCCC(=O)N(CCNC(=O)CCC(=O)N)CCNC(=O)CNC(=O)[C@@H]3CCCN3C(=O)[C@H](CO)NC(=O)[C@H](CC4=CC=C(C=C4)O)NC(=O)[C@H](C)NC(=O)[C@@H]5CCCN5C(=O)[C@H](CCCNC(=N)N)NC(=O)[C@H](CC(=O)N)NC(=O)[C@H](CC6=CC=C(C=C6)O)NC(=O)[C@H](CO)NC(=O)[C@H](CC(=O)N)NC(=O)[C@H](CC7=CNC=N7)NC(=O)[C@H](C(C)C)NC(=O)[C@H](C(C)C)NC(=O)[C@H](CCC(=O)N)NC(=O)[C@H](CC8=CC=CC=C8)NC(=O)[C@H](CC(C)C)NC(=O)[C@H](CC(=O)N)N)CO)O)O)O)O The molecule is a carbohydrate-functionalised sequence-defined oligo(amidoamine) in which an Asn-Leu-Phe-Gln-Val-Val-His-Asn-Ser-Tyr-Asn-Arg-Pro-Ala-Tyr-Ser-Pro-Gly amino acid sequence is linked via its terminal glycine residue to the terminal amino group of a (2-{[2-(4-amino-4-oxobutanamido)ethyl]amino}ethyl)amino chain, to the -NH- group proximal to the amino-acid-linked amino group of which is also linked an alpha-L-rhamnosyl-(1->3)-beta-D-glucosyloxy disaccharide unit via a 5-(ethylsulfinyl)pentanoyl chain.